ON1C(C(C2=CC=CC=C12)=O)C1=CC=C(C=C1)C 1-hydroxy-2-(p-tolyl)indol-3-one